NC(CCNC(=O)C1=C(C=CC(=N1)C=1C(=NC=CC1)OCC)OC1CC2(CN(C2)C2=C(C=C(C=C2)Cl)C(F)F)C1)=O N-(3-amino-3-oxopropyl)-5-({2-[4-chloro-2-(difluoromethyl)phenyl]-2-azaspiro[3.3]heptan-6-yl}oxy)-2'-ethoxy[2,3'-bipyridine]-6-carboxamide